Cl.C1(=CC=CC=C1)[N+]#N benzenediazonium hydrochloride